ClC=1C=C2C(=NC(=NC2=C(C1C1=C(C=CC=C1O)F)F)N1CC(C1)N(CC)CC)N1CCN(CC1)C(C=C)=O 1-(4-(6-chloro-2-(3-(diethyl-amino)azetidin-1-yl)-8-fluoro-7-(2-fluoro-6-hydroxyphenyl)quinazolin-4-yl)piperazin-1-yl)prop-2-en-1-one